S1C(=NC2=C1C=CC=C2)C=NC2=NC=CC=N2 1-(benzo[d]thiazol-2-yl)-N-(pyrimidin-2-yl)methanimine